hexadienedicarboxylic acid C(=CC=CCC)(C(=O)O)C(=O)O